FC=1C=C(C(=O)O)C=C(C1[Si](C)(C)C)F 3,5-difluoro-4-(trimethylsilyl)benzoic acid